C(C)(CC)OC1=C(C=C(C=C1)NC(=O)C=1N=C(OC1CC(F)(F)F)N1CCCC1)F N-(4-(sec-butoxy)-3-fluorophenyl)-2-(pyrrolidin-1-yl)-5-(2,2,2-trifluoroethyl)oxazole-4-carboxamide